(2,2-difluoroethyl)-2-(methylthio)-9-(tetrahydro-2H-pyran-4-yl)-7,9-dihydro-8H-purin-8-one FC(CN1C(N(C2=NC(=NC=C12)SC)C1CCOCC1)=O)F